bis(3-nitro-4-hydroxyphenyl) sulfone [N+](=O)([O-])C=1C=C(C=CC1O)S(=O)(=O)C1=CC(=C(C=C1)O)[N+](=O)[O-]